2-[(4S)-8-fluoro-2-[4-(3-methoxyphenyl)piperazin-1-yl]-3-[2-methoxy(trifluoromethyl)phenyl]-4H-quinazolin-4-yl]acetic acid sodium trihydrate O.O.O.[Na].FC=1C=CC=C2[C@@H](N(C(=NC12)N1CCN(CC1)C1=CC(=CC=C1)OC)C1=C(C(=CC=C1)C(F)(F)F)OC)CC(=O)O